ClC=1N=CC(=NC1)COC1=NN=C(S1)NC(C1=C(N=CC=C1)N1CCOCC1)=O N-(5-((5-chloropyrazin-2-yl)methoxy)-1,3,4-thiadiazol-2-yl)-2-morpholinonicotinamide